NC1=NC=NN2C1=C(C=C2C=2C=NC(=C(C(=O)N[C@@H]1CN(C[C@@H]1C)C(=O)OCC1=CC=CC=C1)C2)C(F)(F)F)C(F)(F)F (3S,4S)-benzyl 3-(5-(4-amino-5-(trifluoromethyl)pyrrolo[2,1-f][1,2,4]triazin-7-yl)-2-(trifluoromethyl)nicotinamido)-4-methylpyrrolidine-1-carboxylate